CC1OC(OC1C)C1=C(C=CC=C1)OC(NC)=O methylcarbamic acid 2-(4,5-dimethyl-1,3-dioxolan-2-yl)phenyl ester